CN(CCN(C1=CC(=C(C=C1[N+](=O)[O-])NC1=NC=NC(=C1)NC1=C(C=CC=C1)C1=NN(C=C1)C)OC)C)C N4-(4-((2-(dimethylamino)ethyl)(methyl)amino)-2-methoxy-5-nitrophenyl)-N6-(2-(1-methyl-1H-pyrazole-3-yl)phenyl)pyrimidine-4,6-diamine